C(C)[C@@]1([C@H]([C@@H](N(C1=O)C=1C=C2C=NN(C2=CC1)C1=CC=C(C=C1)F)C1=CC=CC=C1)C1(CC1)C(=O)N)C |r| (rac-(2R,3S,4R)-4-ethyl-1-(1-(4-fluorophenyl)-1H-indazol-5-yl)-4-methyl-5-oxo-2-phenylpyrrolidin-3-yl)cyclopropanecarboxamide